3-formylpiperidine-1,3-dicarboxylic acid 1-benzyl 3-methyl ester COC(=O)C1(CN(CCC1)C(=O)OCC1=CC=CC=C1)C=O